3-[6-chloro-3-[1-[4,7-dimethyl-3-(1-methyl-4-piperidyl)-5-oxo-pyrazolo[3,4-c]isoquinolin-9-yl]ethylamino]-2-pyridyl]-4H-1,2,4-oxadiazol-5-one ClC1=CC=C(C(=N1)C1=NOC(N1)=O)NC(C)C=1C=2C3=C(N(C(C2C=C(C1)C)=O)C)N(N=C3)C3CCN(CC3)C